N-(3-(6-butyryl-4-methylpyridin-3-yl)-1,6-naphthyridin-7-yl)acetamide C(CCC)(=O)C1=CC(=C(C=N1)C=1C=NC2=CC(=NC=C2C1)NC(C)=O)C